4-bromo-5-[bromo(difluoro)methoxy]-1-tetrahydropyran-2-yl-indazole BrC1=C2C=NN(C2=CC=C1OC(F)(F)Br)C1OCCCC1